δ-Octanolacton C1(CCC(CCCC)O1)=O